COCCNCC1=CC=C(C=C1)OC 2-methoxy-N-(4-methoxybenzyl)ethan-1-amine